FC=1C=C(C=CC1)C1N2C(COC1)=NC1=C2C=C(C=C1)C=1C=NC(=NC1)N1CCOCC1 4-(3-fluorophenyl)-7-(2-morpholinopyrimidin-5-yl)-3,4-dihydro-1H-benzo[4,5]imidazo[2,1-c][1,4]oxazine